Cl.Cl.FC(C=1C=C(C=C(C1)OCC1=CC=C(C(N)=N)C=C1)OCC1=CC=C(C(N)=N)C=C1)(F)F 4,4'-(((5-(trifluoromethyl)-1,3-phenylene)bis(oxy))bis(methylene))dibenzimidamide dihydrochloride